1-allyl 4,7-dibenzyl 10-(2-(tert-butoxy)-2-oxoethyl)-1,4,7,10-tetraazacyclododecane-1,4,7-tricarboxylate C(C)(C)(C)OC(CN1CCN(CCN(CCN(CC1)C(=O)OCC=C)C(=O)OCC1=CC=CC=C1)C(=O)OCC1=CC=CC=C1)=O